BrC1=NC=CC(=N1)N 2-Bromo-4-aminopyrimidine